NC=1C=C(C=C(C1)C(F)(F)F)[C@@H](C)NC=1C2=C(N=C(N1)N1CCC1)C=NC(=C2)N2CCOCC2 (R)-N-(1-(3-amino-5-(trifluoromethyl)phenyl)ethyl)-2-(azetidin-1-yl)-6-morpholinopyrido[3,4-d]pyrimidin-4-amine